CS(=O)(=O)C1=C(C=CC=C1)N(C(=O)C1=NC(=CC=C1)OC)CC1=CC=C2C=CC(=NC2=C1)NC(OC(C)(C)C)=O tert-butyl N-(7-{[N-(2-methanesulfonylphenyl)-1-(6-methoxypyridin-2-yl)formamido]methyl}quinolin-2-yl)carbamate